C1(=CC=CC=C1)C=1N=C(OC1C1=CC=CC=C1)CCC(=O)O 3-(4,5-diphenyloxazol-2-yl)propionic acid